(E)-4,4,5,5-tetramethyl-2-(4-(trifluoromethoxy)styryl)-1,3,2-dioxaborolan CC1(OB(OC1(C)C)\C=C\C1=CC=C(C=C1)OC(F)(F)F)C